5-[[(2S)-2-Hydroxycyclobutyl]amino]-4-(trifluoromethyl)-2-[[2-(trimethylsilyl)ethoxy]methyl]-2,3-dihydropyridazin-3-one O[C@@H]1C(CC1)NC1=C(C(N(N=C1)COCC[Si](C)(C)C)=O)C(F)(F)F